FC1=C(C#N)C=CC(=C1)F 2,4-bisFluorobenzonitrile